4-((4-methoxybenzyl)amino)-[1,2,5]thiadiazolo[3,4-C]quinoline-8-carboxylic acid methyl ester COC(=O)C1=CC=2C=3C(C(=NC2C=C1)NCC1=CC=C(C=C1)OC)=NSN3